(2S)-2-[6-[5-chloro-3-(2-methyl-5-pyridin-2-ylpyrazol-3-yl)oxypyridin-2-yl]pyridin-3-yl]-2-fluoroethanamine ClC=1C=C(C(=NC1)C1=CC=C(C=N1)[C@@H](CN)F)OC=1N(N=C(C1)C1=NC=CC=C1)C